4-methyl-D-erythritol CC([C@H]([C@H](CO)O)O)O